CC(C)(C)OC(=O)N(C=1N=CC2=C(N1)N(C=C2)C(=O)OC(C)(C)C)C(=O)OC(C)(C)C 2-methyl-2-propyl 2-(bis{[(2-methyl-2-propanyl) oxy] carbonyl} amino)-7H-pyrrolo[2,3-d]pyrimidine-7-carboxylate